N-(4-methoxyphenyl)o-bromobenzamide COC1=CC=C(C=C1)NC(C1=C(C=CC=C1)Br)=O